[Na+].C(CCCCCCCCCCC)N(C)CC(=O)[O-] N-dodecyl-sarcosine sodium salt